N1(C=NC2=C1C=CC=C2)C2CN(CCC2)C2=CC(=NC(=N2)N)N 6-(3-(1H-benzo[d]imidazol-1-yl)piperidin-1-yl)pyrimidine-2,4-diamine